1-tert-butoxycarbonyl-3,4-dibromopyrrole-2-carboxylic acid C(C)(C)(C)OC(=O)N1C(=C(C(=C1)Br)Br)C(=O)O